3-((1r,4r)-4-(2-methoxy-4-methylpyridin-3-yl)cyclohexyl)-7-methyl-1-((3-(trifluoromethyl)pyridin-2-yl)methyl)-1,8-naphthyridin-2(1H)-one COC1=NC=CC(=C1C1CCC(CC1)C=1C(N(C2=NC(=CC=C2C1)C)CC1=NC=CC=C1C(F)(F)F)=O)C